(2S,4R)-2-carboxyl-4-hydroxy-1-p-nitrobenzyloxycarbonyl-pyrrolidine lead [Pb].C(=O)(O)[C@H]1N(C[C@@H](C1)O)C(=O)OCC1=CC=C(C=C1)[N+](=O)[O-]